Cl.CNS(=O)(=O)CC N-methylethane-1-sulfonamide hydrochloride